(2R)-N-(3-{2-[(3-ethoxy-1-methyl-1H-pyrazol-4-yl)amino]-5-methylpyrimidin-4-yl}-1H-indol-7-yl)-2-(4-ethylpiperazin-1-yl)propanamide C(C)OC1=NN(C=C1NC1=NC=C(C(=N1)C1=CNC2=C(C=CC=C12)NC([C@@H](C)N1CCN(CC1)CC)=O)C)C